(R)-hydroxy-eicosatetraenoic acid OC(C(=O)O)=CC=CC=CC=CCCCCCCCCCCC